(1s,2r,6s)-2-amino-6-(4-(3-fluorophenyl)-1H-1,2,3-triazol-1-yl)cyclohexanol N[C@H]1[C@@H]([C@H](CCC1)N1N=NC(=C1)C1=CC(=CC=C1)F)O